BrC1=C(C=C(C=C1)[C@]1(C(C1)(F)F)[C@@H](N[S@](=O)C(C)(C)C)C#N)F (R)-N-((R)-((S)-1-(4-bromo-3-fluorophenyl)-2,2-difluorocyclopropyl)(cyano)methyl)-2-methylpropane-2-sulfinamide